(2R,5S)-2-ethyl-4-(2-formyl-5-methyl-6-oxo-5,6-dihydroimidazo[1,2-b]pyridazin-8-yl)-5-methylpiperazine-1-carboxylic acid tert-butyl ester C(C)(C)(C)OC(=O)N1[C@@H](CN([C@H](C1)C)C=1C=2N(N(C(C1)=O)C)C=C(N2)C=O)CC